tert-Butyl 4-[[(2S)-2-[[4-[[3-[4-(difluoromethoxy)-2,3-difluoro-phenyl]imidazo[1,2-a]pyrazin-8-yl]amino]-2-ethyl-benzoyl]amino]propyl]carbamoyl]piperidine-1-carboxylate FC(OC1=C(C(=C(C=C1)C1=CN=C2N1C=CN=C2NC2=CC(=C(C(=O)N[C@H](CNC(=O)C1CCN(CC1)C(=O)OC(C)(C)C)C)C=C2)CC)F)F)F